FC=1C=C(C=CC1)COC1CCN(CC1)C1=C(C(N(C2=CC=CC=C12)C)=O)C#N 4-{4-[(3-fluorophenyl)methoxy]piperidin-1-yl}-1-methyl-2-oxo-1,2-dihydroquinoline-3-carbonitrile